tert-butyl (E)-3-(3-(3-(1-((tert-butylsulfinyl)imino)ethyl)phenyl)-3,3-difluoropropyl)azetidine-1-carboxylate C(C)(C)(C)S(=O)\N=C(/C)\C=1C=C(C=CC1)C(CCC1CN(C1)C(=O)OC(C)(C)C)(F)F